7-(6-amino-5-cyanopyridine-3-yl)-1-cyclopropyl-6-fluoro-8-methyl-4-oxo-1,4-dihydroquinoline-3-carboxylic acid ethyl ester C(C)OC(=O)C1=CN(C2=C(C(=C(C=C2C1=O)F)C=1C=NC(=C(C1)C#N)N)C)C1CC1